OC(CCCCC(=O)O)CCCCCCCCC(=O)O 6-hydroxypentadecanedioic acid